3-({4-[N-(3-bromo-4-fluorophenyl)-N'-hydroxycarbamimidoyl]-1,2,5-oxadiazol-3-yl}sulfanyl)-N-(2-hydroxyethyl)propanamide BrC=1C=C(C=CC1F)NC(=NO)C=1C(=NON1)SCCC(=O)NCCO